2-(3,4-dichlorophenyl)-1-(2-methyl-4-{[1,2,4]triazolo[4,3-b]pyridazin-6-yl}piperazin-1-yl)ethan-1-one ClC=1C=C(C=CC1Cl)CC(=O)N1C(CN(CC1)C=1C=CC=2N(N1)C=NN2)C